3-methylimidazolium methanesulfonate CS(=O)(=O)[O-].C[N+]1=CNC=C1